C(C)(C)(C)C=1C=C(C=CC1)C=1NC2=CC=C(C=C2C1)CC1(CC1)C(=O)O 1-((2-(3-(tert-butyl)phenyl)-1H-indol-5-yl)methyl)cyclopropane-1-carboxylic acid